(E)-2,4-dimethoxy-6-{2-[1-(tert-butoxycarbonyl)piperidin-4-yl]ethenyl}benzoic acid COC1=C(C(=O)O)C(=CC(=C1)OC)\C=C\C1CCN(CC1)C(=O)OC(C)(C)C